C1(CCCC1)N1C(C(N(CC1)CC=1N=NC(=CC1)C=1C=NC=CC1)=O)=O 1-cyclopentyl-4-((6-(pyridin-3-yl)pyridazin-3-yl)methyl)piperazine-2,3-dione